6-bromohexanol BrCCCCCCO